CN(C(OC(C)(C)C)=O)C1CCNCC1 tertbutyl methyl(piperidin-4-yl)carbamate